dimethylaminopyridinium-para-toluenesulfonate salt CC1=CC=C(C=C1)S(=O)(=O)[O-].CN(C)[N+]1=CC=CC=C1